10-(2,4-difluorophenyl)-9-ethyl-7-((S)-2-methylpiperazin-1-yl)-2,3-dihydro-5H-[1,4]thiazino[2,3,4-ij]quinazolin-5-one FC1=C(C=CC(=C1)F)C1=C(C=C2C(=NC(N3C2=C1SCC3)=O)N3[C@H](CNCC3)C)CC